O(P([O-])(=O)OP(=O)([O-])[O-])CCC(=C)C Isopentenyl Diphosphat